C(C1=CC=CC=C1)N(CC1=CC=CC=C1)CC1C(CC1)O 2-((dibenzylamino)methyl)cyclobutan-1-ol